(S)-tert-Butyl 3-((4-(2-(3-amino-6-chloro-2-fluorophenoxy)pyridin-3-yl)pyrimidin-2-yl)amino)piperidine-1-carboxylate NC=1C(=C(OC2=NC=CC=C2C2=NC(=NC=C2)N[C@@H]2CN(CCC2)C(=O)OC(C)(C)C)C(=CC1)Cl)F